5-bromo-4-fluoro-2-hydroxy-3-methoxybenzaldehyde BrC=1C(=C(C(=C(C=O)C1)O)OC)F